1-Methyl-2-(6-trifluoromethyl-benzothiazol-2-ylamino)-1H-benzoimidazole-5-carboxylic acid ((S)-2-hydroxy-propyl)-amide O[C@H](CNC(=O)C1=CC2=C(N(C(=N2)NC=2SC3=C(N2)C=CC(=C3)C(F)(F)F)C)C=C1)C